C(#N)N1C(=NC2=C1C=C(C(=C2)C)C)C2=CC=CC=C2 N-cyano-2-phenyl-5,6-dimethylbenzimidazole